The molecule is a tetracosahexaenoate that is the conjugate base of (6Z,9Z,12Z,15Z,18Z,21Z)-tetracosahexaenoic acid, obtained by deprotonation of the carboxy group; major species at pH 7.3. It is a conjugate base of a (6Z,9Z,12Z,15Z,18Z,21Z)-tetracosahexaenoic acid. CC/C=C\\C/C=C\\C/C=C\\C/C=C\\C/C=C\\C/C=C\\CCCCC(=O)[O-]